NCC(=O)N[C@H](C(=O)O)CCCCNC(=O)OC(C)(C)C (S)-2-(2-Aminoacetamido)-6-((tert-Butoxycarbonyl)amino)hexanoic acid